C(C)(C)(C)NC1=C(C=CC=C1)NC(C)(C)C di-tert-butyl-phenylenediamine